NC1=NOC2=C1C=C(C=C2)CNC(=O)[C@H]2N([C@H]1C[C@]1(C2)C)C(CNC(C2=CC=C(C=C2)OC2=CC=CC=C2)=O)=O (1S,3S,5S)-N-((3-aminobenzo[d]isoxazol-5-yl)methyl)-5-methyl-2-((4-phenoxy-benzoyl)glycyl)-2-azabicyclo[3.1.0]hexane-3-carboxamide